N-(2-sulfamoyl-4-pyridyl)-2-[4-(2,2,2-trifluoroethyl)piperazin-1-yl]-5-(trifluoromethyl)-pyridine-3-carboxamide S(N)(=O)(=O)C1=NC=CC(=C1)NC(=O)C=1C(=NC=C(C1)C(F)(F)F)N1CCN(CC1)CC(F)(F)F